BrC=1C=C(C(=NC1)C1=NC2=C(N=NC(=C2)C(C(F)(F)F)(F)F)N1C)S(=O)(=O)CC 5-bromo-3-(ethanesulfonyl)-2-[7-methyl-3-(1,1,2,2,2-pentafluoroethyl)-7H-imidazo[4,5-c]pyridazin-6-yl]pyridine